tert-butyl (R)-6-(4-(2-fluorophenyl)-7-(5-methyl-1-(methylamino)-1-oxohexan-3-yl)-6,7-dihydro-5H-pyrrolo[2,3-d]pyrimidin-2-yl)-2,6-diazaspiro[3.4]octane-2-carboxylate FC1=C(C=CC=C1)C=1C2=C(N=C(N1)N1CC3(CN(C3)C(=O)OC(C)(C)C)CC1)N(CC2)[C@@H](CC(=O)NC)CC(C)C